C(C)(C)(C)OC(=O)N1C2CNCC1C2.NCCC2=CC=C(C=C2)NC(CN2N=NC(=C2)CN(CC2=NC=CC=C2)CC2=NC=CC=C2)=O N-(4-(2-aminoethyl)phenyl)-2-(4-((bis(pyridin-2-ylmethyl)amino)methyl)-1H-1,2,3-triazol-1-yl)acetamide tert-butyl-3,6-diazabicyclo[3.1.1]heptane-6-carboxylate